N1N=CC(=C1)C1=CC=C(C=C1)N1C(N(C2(C1)CCN(CC2)CCO)CC2=C(C(=CC=C2)F)C)=O 3-(4-(1H-pyrazol-4-yl)phenyl)-1-(3-fluoro-2-methylbenzyl)-8-(2-hydroxyethyl)-1,3,8-triazaspiro[4.5]decan-2-one